6-[6-fluoro-8-(methylamino)-4-(4-methyl-1,4-diazepan-1-yl)-9H-pyrido[2,3-b]indol-3-yl]-1-methyl-4-oxo-1,8-naphthyridine-3-carboxylic acid FC=1C=C2C3=C(NC2=C(C1)NC)N=CC(=C3N3CCN(CCC3)C)C=3C=C1C(C(=CN(C1=NC3)C)C(=O)O)=O